FC1(CC(C1)N1C(=C(C2=CC(=CC=C12)O)C=1C=C(C(=O)O)C=CC1)C(C)C)F 3-(1-(3,3-difluorocyclobutyl)-5-hydroxy-2-isopropyl-1H-indol-3-yl)benzoic acid